BrC=1C=C(C(=NC1)C=1C=C(SC1C)C(=O)OC)OCOC methyl 4-[5-bromo-3-(methoxymethoxy)pyridin-2-yl]-5-methylthiophene-2-carboxylate